tert-butyl trans-3-(3-(methylthio)phenyl)-4-(4-(trifluoromethyl)benzyloxy)pyrrolidine-1-carboxylate CSC=1C=C(C=CC1)[C@@H]1CN(C[C@H]1OCC1=CC=C(C=C1)C(F)(F)F)C(=O)OC(C)(C)C